N-cyclopropyl-2-(difluoromethoxy)-4-[7-[2-(1,1-dioxo-1,4-thiazinan-4-yl)ethoxy]imidazo[1,2-a]pyridin-3-yl]-6-methoxy-benzamide C1(CC1)NC(C1=C(C=C(C=C1OC)C1=CN=C2N1C=CC(=C2)OCCN2CCS(CC2)(=O)=O)OC(F)F)=O